N-[(1'S,14R,15S)-6,15,19-trifluorospiro[8,12-dioxa-21-azatetracyclo[14.3.1.110,13.02,7]henicosa-1(19),2,4,6,10,13(21),16(20),17-octaene-14,3'-cyclopentane]-1'-yl]methanesulfonamide FC=1C=CC=C2C3=C(C=CC([C@@H]([C@]4(C[C@H](CC4)NS(=O)(=O)C)C=4OC=C(COC12)N4)F)=C3)F